FC(C1=NC(=CC(=C1)C=1NC(=CC1C=O)C1=CC(=NC(=C1)C(F)(F)F)C(F)(F)F)C(F)(F)F)(F)F 2,5-Bis(2,6-bis(trifluoromethyl)pyridin-4-yl)-1H-pyrrole-3-carbaldehyde